C[C@@H]1CN(C[C@H](N1)C)[C@H](C(=O)NC=1C=CC=C2C(=CNC12)C1=NC(=NC=C1C)NC1=C(C(=CC=C1)S(=O)(=O)C)F)CC (S)-2-((3r,5r)-3,5-dimethylpiperazin-1-yl)-N-(3-(2-((2-fluoro-3-(methylsulfonyl)phenyl)amino)-5-methylpyrimidin-4-yl)-1H-indol-7-yl)butanamide